O=C1N(CCC(N1)=O)C=1C=CC(=NC1)CN1CCC(CC1)N1N=C2C=C(C(=CC2=C1)NC(C1=CN=C(C=C1)C(F)(F)F)=O)C(C)(C)O N-(2-(1-((5-(2,4-dioxotetrahydropyrimidin-1(2H)-yl)pyridin-2-yl)methyl)piperidin-4-yl)-6-(2-hydroxypropane-2-yl)-2H-indazol-5-yl)-6-(trifluoromethyl)nicotinamide